CC(=CO[Si](C)(C)C)C 2-methyl-1-(trimethylsiloxy)-1-propene